FC1=C(C(=CC(=C1)OC)F)[C@H]1[C@@H](C(NC1)=O)NC=1OC(=NN1)C1=CC(=C(C=C1)F)F (3S,4R)-4-(2,6-difluoro-4-methoxyphenyl)-3-{[5-(3,4-difluorophenyl)-1,3,4-oxadiazol-2-yl]amino}pyrrolidin-2-one